C(=O)(O)CCCCCN(C(=O)NC1=CC=C(C=C1)Cl)C 1-(5-carboxypentyl)-3-(4-chlorophenyl)-1-methyl-urea